C(CC(=O)N[C@@H](CS)C(=O)N[C@@H](CCC(=O)N[C@@H](CS)C(=O)NCC(=O)O)C(=O)O)[C@@H](C(=O)O)N The molecule is a phytochelatin that is a pentapeptide consisting of 2 units of gamma-Glu-Cys, with a glycyl unit at the C-terminus. It is a phytochelatin and a pentapeptide.